4-(2-chlorophenyl)-1-(3-hydroxypyrrolidin-1-yl)-6-(trifluoromethyl)-3H-pyrido[1,2-c]pyrimidin-3-one ClC1=C(C=CC=C1)C1=C2N(C(=NC1=O)N1CC(CC1)O)C=CC(=C2)C(F)(F)F